C(C)(C)(C)C1=CC=C(CC2=NOC(=N2)CC(C(=O)O)=C)C=C1 2-((3-(4-(tert-butyl)benzyl)-1,2,4-oxadiazol-5-yl)methyl)acrylic acid